2-[(4-{6-[(4-chloro-2-fluorobenzyl)oxy]pyridin-2-yl}piperidin-1-yl)methyl]-1-{[(2R)-1-ethylpyrrolidin-2-yl]methyl}-1H-benzimidazole-6-carboxylic acid ClC1=CC(=C(COC2=CC=CC(=N2)C2CCN(CC2)CC2=NC3=C(N2C[C@@H]2N(CCC2)CC)C=C(C=C3)C(=O)O)C=C1)F